[Pd](Cl)Cl.C1(=CC=CC=C1)P([C-]1C=CC=C1)C1=CC=CC=C1.[C-]1(C=CC=C1)P(C1=CC=CC=C1)C1=CC=CC=C1.[Fe+2] [1,1'-bis(di-phenylphosphino)ferrocene] palladium (II) dichloride